ClC[C@H](CC#N)O (s)-4-chloro-3-hydroxy-butanenitrile